N-(3-Aminophenyl)sulfonyl-6-tert-butyl-2-(3-tert-butylphenyl)pyridin-3-carboxamid NC=1C=C(C=CC1)S(=O)(=O)NC(=O)C=1C(=NC(=CC1)C(C)(C)C)C1=CC(=CC=C1)C(C)(C)C